OC1CCC(CC1)NC(=O)C=1C=C(C2=C([C@@](CO2)(C2=CC=CC=C2)CO)C1)C(=O)NC |o1:15| (S*)-N5-((1r,4S)-4-Hydroxycyclohexyl)-3-(hydroxymethyl)-N7-methyl-3-phenyl-2,3-dihydrobenzofuran-5,7-dicarboxamide